ClC1=NC=C(C(=C1)NC[C@@H]1CN(CCO1)C(=O)OC(C)(C)C)C(F)(F)F (R)-tert-Butyl 2-((2-chloro-5-(trifluoromethyl)pyridin-4-ylamino)methyl)morpholine-4-carboxylate